3-benzyl-1-(trans-4-((5-cyano-(1-methyl-3-(trifluoromethyl)-1H-pyrazol-5-yl)pyrimidin-2-yl)amino)cyclohexyl)-1-(5-(1-methyl-1H-pyrazol-4-yl)pyridin-2-yl)urea C(C1=CC=CC=C1)NC(N(C1=NC=C(C=C1)C=1C=NN(C1)C)[C@@H]1CC[C@H](CC1)NC1=NC=C(C(=N1)C1=CC(=NN1C)C(F)(F)F)C#N)=O